C[C@@H]1[C@H](CC[C@H](O1)OP(=O)(O)OP(=O)(O)OC[C@@H]2[C@H](C[C@@H](O2)N3C=C(C(=O)NC3=O)C)O)N The molecule is a pyrimidine nucleotide-sugar having thymine as the nucleobase and 4-amino-2,3,4,6-tetradeoxy-alpha-D-glucose as the sugar component. It has a role as a bacterial metabolite. It is a conjugate acid of a dTDP-4-ammonio-2,3,4,6-tetradeoxy-alpha-D-glucose(1-).